FC1(CCN(CCC1)C1=NC2=CC=C(C=C2C=C1C(=O)NC1=CC(=CC=C1)S(N)(=O)=O)C(F)(F)F)F 2-(4,4-difluoroazepan-1-yl)-N-(3-sulfamoylphenyl)-6-(trifluoromethyl)quinoline-3-carboxamide